C1(CC1)O[C@@H]1C[C@H](N(C1)C(CNC(C1=CC=C(C=C1)OC1=CC=CC=C1)=O)=O)C(=O)NCC1=CC(=CS1)C(=N)NC(OC(C)(C)C)=O tert-butyl ((5-(((2S,4R)-4-cyclopropoxy-1-((4-phenoxybenzoyl)glycyl)pyrrolidine-2-carboxamido)methyl)thiophen-3-yl)(imino)methyl)carbamate